6-(2-(3-Chloro-4-fluorophenyl)-5,6-dihydro-4H-pyrrolo[1,2-b]pyrazol-3-yl)imidazo[1,2-a]pyridine ClC=1C=C(C=CC1F)C=1C(=C2N(N1)CCC2)C=2C=CC=1N(C2)C=CN1